(S,E)-tert-butyl (1-((2-(1-(5-(trifluoromethyl)pyrimidin-2-yl)piperidin-4-yl)ethoxy)imino)propan-2-yl)carbamate FC(C=1C=NC(=NC1)N1CCC(CC1)CCO\N=C\[C@H](C)NC(OC(C)(C)C)=O)(F)F